2-(7-Pentanoyl-2,7-diazaspiro[4.4]nonan-2-yl)benzonitrile C(CCCC)(=O)N1CC2(CCN(C2)C2=C(C#N)C=CC=C2)CC1